FC1(CCC(CC1)NC(C(C1=CN=NC=C1)N(C(=O)[C@@H]1N(C[C@@H](C1)OC)C(=O)OC(C)(C)C)C1=CC=C(C=C1)S(F)(F)(F)(F)F)=O)F tert-butyl (2R,4R)-2-[[2-[(4,4-difluorocyclohexyl)amino]-2-oxo-1-pyridazin-4-yl-ethyl]-[4-(pentafluoro-λ6-sulfanyl)phenyl]carbamoyl]-4-methoxy-pyrrolidine-1-carboxylate